OCCNC(O[C@@H]1CC[C@H](CC1)C(N(C[C@@H]1CC[C@H](CC1)C1=CC(=C(C=C1)OC)C)C1=CC(=CC=C1)C=1C=NN(C1)C(C)C)=O)=O trans-4-((3-(1-Isopropyl-1H-pyrazol-4-yl)phenyl)((trans-4-(4-methoxy-3-methylphenyl)cyclohexyl)methyl)carbamoyl)-cyclohexyl (2-hydroxyethyl)carbamate